FC(CN1CC2(C1)CCNCC2)F 2-(2,2-Difluoroethyl)-2,7-diazaspiro[3.5]nonane